methyl 4,5-dihydroxypyridine-2-carboxylate OC1=CC(=NC=C1O)C(=O)OC